4,6-di-O-methyl-2,3,5-tri-O-acetyl-1-cyano-glucose CO[C@@H]([C@@H]([C@H](C(=O)C#N)OC(C)=O)OC(C)=O)[C@H](OC(C)=O)COC